COC(C(C(F)(F)F)(C(F)(F)F)F)(C(C(F)(F)F)(F)F)F 3-methoxy-2-trifluoromethyl-decafluoropentane